CN(C(CCCOC1=CC=C2CCC3(C2=C1)CCC(CC3)C(=O)O)=O)CC3=CC(=CC=C3)C=3C=NC=CC3 6'-[4-(methyl{[3-(pyridin-3-yl)phenyl]methyl}amino)-4-oxobutoxy]-2',3'-dihydrospiro[cyclohexane-1,1'-indene]-4-carboxylic acid